Di-tert-butyl-(cyclopentyl)phosphine C(C)(C)(C)P(C1CCCC1)C(C)(C)C